COC1=C(C=CC(=C1)N)C1=CC(=CC(=C1)C1=C(C=C(C=C1)N)OC)C1=C(C=C(C=C1)N)OC 1,3,5-tris(2-methoxy-4-aminophenyl)benzene